CN1C(=NN=C1)CCC 1-(4-methyl-4H-1,2,4-triazol-3-yl)propan